7-ethylthieno[3,2-b]pyridine-2-carboxylic acid C(C)C1=C2C(=NC=C1)C=C(S2)C(=O)O